2-methyl-3-butyn-2-ol CC(C)(C#C)O